2-[(S)-6-(4-chlorophenyl)-1-methyl-4H-[1,2]oxazolo[5,4-d][2]benzazepin-4-yl]acetamide ClC1=CC=C(C=C1)C1=N[C@H](C2=C(C3=C1C=CC=C3)C(=NO2)C)CC(=O)N